C(C)[Sn](CC)CC triethyl-tin